tert-butyl (R)-3-(5-cyclopropyl-3-(2-hydroxyphenyl)-5H-pyrrolo[3,2-c]pyridazin-6-yl)pyrrolidine-1-carboxylate C1(CC1)N1C(=CC=2N=NC(=CC21)C2=C(C=CC=C2)O)[C@H]2CN(CC2)C(=O)OC(C)(C)C